FC1(CN(CC1OCC1CN(CCO1)C)C(=O)OC(C)(C)C)F tert-butyl 3,3-difluoro-4-[(4-methylmorpholin-2-yl)methoxy]pyrrolidine-1-carboxylate